ethyl 2-(2-((7-(3-(aminomethyl)phenyl)-2-fluorobenzofuran-5-yl)methoxy)-5-fluorophenyl)acetate NCC=1C=C(C=CC1)C1=CC(=CC=2C=C(OC21)F)COC2=C(C=C(C=C2)F)CC(=O)OCC